CN1NCN=C1 1-methyl-1,3-dihydro-[1,2,4]triazol